(S)-5-(2-cyano-6-fluorophenyl)-7-methyl-N-(1,1,1-trifluoropropan-2-yl)pyrazolo[1,5-a]Pyrimidine C(#N)C1=C(C(=CC=C1)F)C1=NC=2N(C(=C1)C)N(CC2)[C@H](C(F)(F)F)C